C(C)(C)C1=C(NC2=C1N=C(S2)C2CCN(CC2)C2COC2)C=2C=C(C=1N(C2)N=CN1)C 6-isopropyl-5-(8-methyl-[1,2,4]triazolo[1,5-a]pyridin-6-yl)-2-(1-(oxetan-3-yl)piperidin-4-yl)-4H-pyrrolo[3,2-d]thiazol